(R)-N'-((3-cyclopropyl-2-(2,2,2-trifluoroethyl)-6,7-dihydro-5H-cyclopenta[b]pyridin-4-yl)carbamoyl)-2-(2-hydroxypropan-2-yl)thiazole-5-sulfonimidamide C1(CC1)C=1C(=C2C(=NC1CC(F)(F)F)CCC2)NC(=O)N=[S@](=O)(N)C2=CN=C(S2)C(C)(C)O